OC=1C=CC=C2C=CC=C(C12)CC(=O)C1=CC=C(C=C1)C(F)(F)F 2-(8-hydroxynaphthalen-1-yl)-1-(4-(trifluoromethyl)phenyl)ethan-1-one